(2S,4R)-1-((S)-2-(tert-butyl)-4,16-dioxo-16-(4-tosylpiperazin-1-yl)-7,10,13-trioxa-3-azahexadecanoyl)-4-hydroxy-N-(4-(4-methylthiazol-5-yl)benzyl)pyrrolidine-2-carboxamide C(C)(C)(C)[C@@H](C(=O)N1[C@@H](C[C@H](C1)O)C(=O)NCC1=CC=C(C=C1)C1=C(N=CS1)C)NC(CCOCCOCCOCCC(N1CCN(CC1)S(=O)(=O)C1=CC=C(C)C=C1)=O)=O